ClC1=C(C=C(C=C1)S(=O)(=O)NC=1C(=NC=C(C1)C)OC=1C=CC(=NC1)NC(C(=C)F)=O)C(F)(F)F N-(5-((3-((4-chloro-3-(trifluoromethyl)phenyl)sulfonamido)-5-methylpyridin-2-yl)oxy)pyridin-2-yl)-2-fluoroacrylamide